ClC=1C=C(C=2C(=CNC2C1Cl)C=1C=NNC1)NC1CC(C1)F 6,7-Dichloro-N-(3-fluorocyclobutyl)-3-(1H-pyrazol-4-yl)-1H-indol-4-amine